N-(3,4-difluorophenyl)-2-methyl-3-(2-(((3S,4S)-4-morpholinotetrahydrofuran-3-yl)amino)-2-oxoacetyl)-5,6,7,8-tetrahydroindolizine-1-carboxamide FC=1C=C(C=CC1F)NC(=O)C=1C(=C(N2CCCCC12)C(C(=O)N[C@@H]1COC[C@H]1N1CCOCC1)=O)C